4-(4-acryloyl-2-methylpiperazin-1-yl)-6-cyclopropyl-7-(4-fluoro-2-methoxyphenyl)-1-(2-isopropyl-4-methylpyridin-3-yl)pyrido[2,3-d]pyrimidin-2(1H)-one C(C=C)(=O)N1CC(N(CC1)C=1C2=C(N(C(N1)=O)C=1C(=NC=CC1C)C(C)C)N=C(C(=C2)C2CC2)C2=C(C=C(C=C2)F)OC)C